C(C)(C)(C)OC(=O)C1(CC(C1)[N+](=O)[O-])C(C)O (1-hydroxyethyl)-3-nitro-cyclobutanecarboxylic acid tert-butyl ester